titanium tri(ethylacetoacetate) C(C)CC(CC(=O)[O-])=O.C(C)CC(CC(=O)[O-])=O.C(C)CC(CC(=O)[O-])=O.[Ti+3]